O[C@@H](C)C=1C(=NC=2CCCCC2C1)C(=O)N ((S)-1-hydroxyethyl)-5,6,7,8-tetrahydroquinoline-2-carboxamide